C(C=C)(=O)N1CCN(CC1)C1=C(C=NC2=C(C(=C(C=C12)Cl)C1=C2C=NNC2=CC=C1C)F)C#N 4-(4-acryloylpiperazin-1-yl)-6-chloro-8-fluoro-7-(5-methyl-1H-indazol-4-yl)quinoline-3-carbonitrile